leucyl-glycine N[C@@H](CC(C)C)C(=O)NCC(=O)O